NC1=NC=2C=C(C=CC2C2=C1COC2)CN(C(=O)C=2C=NC(=NC2)C)C2=CC=CC=1C(CCS(C12)(=O)=O)(F)F N-({4-amino-1H,3H-furo[3,4-c]quinolin-7-yl}methyl)-N-(4,4-difluoro-1,1-dioxo-3,4-dihydro-2H-1λ6-benzothiopyran-8-yl)-2-methylpyrimidine-5-carboxamide